Cl.C1(=CC=CC=C1)NC=CC=NC1=CC=CC=C1 N-(3-(phenylamino)allylidene)aniline hydrochloride